3',8-dibromo-4',7-dimethoxyisoflavone BrC=1C=C(C2=COC3=C(C(=CC=C3C2=O)OC)Br)C=CC1OC